1-(6-(((1S,3S)-3-((6-Cyclopropyl-1,2,4-triazin-3-yl)amino)cyclopentyl)amino)pyridin-3-yl)-3-methylimidazolidine-2,4-dione C1(CC1)C1=CN=C(N=N1)N[C@@H]1C[C@H](CC1)NC1=CC=C(C=N1)N1C(N(C(C1)=O)C)=O